4-Ethoxycyclohexyl 4-methylbenzenesulfonate CC1=CC=C(C=C1)S(=O)(=O)OC1CCC(CC1)OCC